[Cl-].[Cl-].C1(C=CC=C1)[Zr+2]C1=C(C(=CC=2C3=CC(=C(C=C3CC12)C1=C(C=C(C=C1C)C)C)C(C)(C)C)C(C)(C)C)C1=C(C=C(C=C1C)C)C cyclopentadienyl-(2,7-di-(2,4,6-trimethylphenyl)-3,6-di-tert-butylfluorenyl)zirconium dichloride